Cyclobutanetetracarboxylic acid dianhydride C12C(C3C1C(=O)OC3=O)C(=O)OC2=O